2,4,6-trichlorobromobenzene ClC1=C(C(=CC(=C1)Cl)Cl)Br